tert-Butyl-3-((2-chloro-5-methylthieno[2,3-d]pyrimidin-4-yl)amino)-3-(cyanomethyl)azetidine C(C)(C)(C)N1CC(C1)(CC#N)NC=1C2=C(N=C(N1)Cl)SC=C2C